2-(2-(2-(prop-2-yn-1-yloxy)ethoxy)phenyl)acetic acid C(C#C)OCCOC1=C(C=CC=C1)CC(=O)O